C(C1=CC=CC=C1)NC(C(C(=O)N[C@@H](CC(C)C)B(O)O)C)=O ((1R)-1-(3-(benzylamino)-2-methyl-3-oxopropanamido)-3-methylbutyl)boronic acid